4-[(3S)-3-aminopyrrolidin-1-yl]-N-(8-fluoro-2-methylimidazo[1,2-a]pyridin-6-yl)-2-methyl-indazole-7-carboxamide N[C@@H]1CN(CC1)C=1C2=CN(N=C2C(=CC1)C(=O)NC=1C=C(C=2N(C1)C=C(N2)C)F)C